1-(2-benzyloxy-3,5-bis(trifluoromethyl)phenyl)-2-oxoimidazolidine C(C1=CC=CC=C1)OC1=C(C=C(C=C1C(F)(F)F)C(F)(F)F)N1C(NCC1)=O